C1(=CC=CC=C1)C(CCCCCN1C=CC2=C1N=CN=C2C2=CC=CC=C2)=O 1-phenyl-6-(4-phenyl-7H-pyrrolo[2,3-d]pyrimidin-7-yl)hexan-1-one